4-(4-(5-(2-fluoro-6-((2-hydroxyethoxy)methyl)phenyl)-1-((2-(trimethylsilyl)ethoxy)methyl)-1H-pyrazolo[3,4-c]pyridin-3-yl)-2-hydroxyphenyl)piperazine-1-carboxylic acid tert-butyl ester C(C)(C)(C)OC(=O)N1CCN(CC1)C1=C(C=C(C=C1)C1=NN(C2=CN=C(C=C21)C2=C(C=CC=C2COCCO)F)COCC[Si](C)(C)C)O